BrC1=CC(=CC2=C1N=CS2)F 4-bromo-6-fluorobenzo[d]thiazole